4-(2-((3aR,4R,6aR)-5-(tert-butoxycarbonyl)-4-methyloctahydropyrrolo[3,4-b]pyrrole-1-carbonyl)oxazol-5-yl)pyridine 1-oxide C(C)(C)(C)OC(=O)N1C[C@@H]2N(CC[C@@H]2[C@H]1C)C(=O)C=1OC(=CN1)C1=CC=[N+](C=C1)[O-]